[Xe].[Kr].[Ar].[Ne].[He] helium neon argon krypton xenon